C1(=CC=CC=C1)CCCCCCC=1C=C(C=CC1)B(O)O 3-(6-phenylhexyl)phenylboronic acid